Exo-4-(2-amino-2-methylpropanoyl)-N-(1-(3-(6-amino-3-azabicyclo[3.1.0]hex-3-yl)chroman-7-yl)-2-oxo-1,2-dihydropyrimidin-4-yl)piperazine-1-carboxamide hydrochloride Cl.NC(C(=O)N1CCN(CC1)C(=O)NC1=NC(N(C=C1)C1=CC=C2CC(COC2=C1)N1CC2C(C2C1)N)=O)(C)C